3-(4-fluorophenyl)-4-methyl-5,6-dihydropyran FC1=CC=C(C=C1)C=1COCCC1C